C1(CCCC1)NCC1=C(N(C2=CC(=CC=C12)C)CC1=C(C=CC=C1)F)C(=O)O 3-[(cyclopentylamino)methyl]-1-[(2-fluorophenyl)methyl]-6-methyl-1H-indole-2-carboxylic acid